N-(4-(3,6-di-tert-butyl-9H-carbazol-1-yl)naphthalen-2-yl)-N-(3,5-di-tert-butylphenyl)-9-phenyl-2,3,4,9-tetrahydro-1H-carbazol-6-amine C(C)(C)(C)C=1C=C(C=2NC3=CC=C(C=C3C2C1)C(C)(C)C)C1=CC(=CC2=CC=CC=C12)N(C=1C=C2C=3CCCCC3N(C2=CC1)C1=CC=CC=C1)C1=CC(=CC(=C1)C(C)(C)C)C(C)(C)C